C[C@@H]1C[C@H](NC1=O)COC1=NC=CC2=CC(=C(C=C12)OC(C)C)C(=O)N 1-{[(2s,4r)-4-methyl-5-oxopyrrolidin-2-yl]methoxy}-7-(prop-2-yloxy)isoquinoline-6-carboxamide